[Na+].OC1=C(C(=O)[O-])C=CC=C1 hydroxybenzoic acid sodium salt